(S)-N-(4-fluorophenyl)-N-(3-(1-methyl-1H-pyrazol-4-yl)prop-2-yn-1-yl)-3-(6-methyl-4-(trifluoromethyl)pyridin-2-yl)-2-oxoimidazolidine-4-carboxamide FC1=CC=C(C=C1)N(C(=O)[C@H]1N(C(NC1)=O)C1=NC(=CC(=C1)C(F)(F)F)C)CC#CC=1C=NN(C1)C